BrC=1C(=C2C=C(NC2=NC1)C1=CC=C(C=C1)C#N)N1CC(CCC1)CNC(=O)C1CCC1 ((1-(5-bromo-2-(4-cyanophenyl)-7-azaindol-4-yl)piperidin-3-yl)methyl)cyclobutylcarboxamide